O=C(CCOCC(C)C1=C2C=NNC(C2=CC=C1)=O)N1CCN(CC1)C1=NC=C(C=N1)C(F)(F)F 5-(1-(3-oxo-3-(4-(5-(trifluoromethyl)pyrimidin-2-yl)piperazin-1-yl)propoxy)propan-2-yl)phthalazin-1-one